2-chloro-3-(3,5-dimethoxyphenoxy)pyrazine 2,5-dioxopyrrolidin-1-yl-2-(5-isopropyl-5-methyl-4-oxo-4,5-dihydro-1H-imidazole-2-yl)-5-methylnicotinate O=C1N(C(CC1)=O)C1=NC(=C(C(=O)O)C=C1C)C=1NC(C(N1)=O)(C)C(C)C.ClC1=NC=CN=C1OC1=CC(=CC(=C1)OC)OC